(R)-(5-(2-fluoropropan-2-yl)-1,3,4-oxadiazol-2-yl)(4-(4-(trifluoromethoxy)pyrazolo[1,5-a]pyridin-2-yl)-6,7-dihydro-1H-imidazo[4,5-c]pyridin-5(4H)-yl)methanone FC(C)(C)C1=NN=C(O1)C(=O)N1[C@H](C2=C(CC1)NC=N2)C2=NN1C(C(=CC=C1)OC(F)(F)F)=C2